BrC1=CC(=C(C=C1)C(CNCC1OCCCC1)O)C 1-(4-bromo-2-methylphenyl)-2-(((tetrahydro-2H-pyran-2-yl)methyl)amino)-ethanol